COC(C(C1(CCOC2(CCCC2)C1)C#CC)C#N)=O 2-cyano-2-(9-(prop-1-yn-1-yl)-6-oxaspiro[4.5]decan-9-yl)acetic acid methyl ester